NC1CCN(CC1)C(=O)C1=CC(=NC=C1)C1=C(C=C(C#N)C=C1)OC=1N(N=C(C1)C1CC1)C 4-[4-(4-aminopiperidine-1-carbonyl)pyridin-2-yl]-3-(5-cyclopropyl-2-methylpyrazol-3-yl)oxybenzonitrile